O=C1C=C(CC(C)(C)C1)C trans-isophorone